8-fluoro-7-[3-(methoxymethoxy)-1-naphthyl]pyrido[4,3-d]pyrimidine-2,4-diol FC1=C(N=CC2=C1N=C(N=C2O)O)C2=CC(=CC1=CC=CC=C21)OCOC